ClC=1N=CC(=NC1)N1CCC(CC1)C(C)O 1-(1-(5-chloropyrazin-2-yl)piperidin-4-yl)ethanol